C12C(CC(CC1)C2)NC=2C=1N=CN([C@H]3[C@H](O)[C@H](O)[C@@H](CCl)O3)C1N=CN2 N-bicyclo[2.2.1]hept-2-yl-5'-chloro-5'-deoxyadenosine